8-fluoro-3-methyl-7-((4-(8-(methylamino)-1,7-naphthyridin-3-yl)piperazin-1-yl)methyl)-1,5-naphthyridin-2(1H)-one FC=1C(=CN=C2C=C(C(NC12)=O)C)CN1CCN(CC1)C=1C=NC2=C(N=CC=C2C1)NC